vanillin sodium salt [Na].O=CC1=CC(OC)=C(O)C=C1